1-(4-(2-bromo-5-fluorophenyl)piperazin-1-yl)-2-hydroxyethan-1-one BrC1=C(C=C(C=C1)F)N1CCN(CC1)C(CO)=O